9-benzocarbazole C1=CC=CC=2C=CC=3C=4C=CN=CC4CC3C21